C[C@@H]1CC(C=C2CC[C@H](C[C@@]12C)C(=C)C)=O (4R,4aS,6R)-4,4a-dimethyl-6-prop-1-en-2-yl-3,4,5,6,7,8-hexahydronaphthalen-2-one